Ethyl 1,4-dibromo-6-((tert-butyldimethylsilyl)oxy)-6,7-dihydro-5H-cyclopenta[c]pyridine-3-carboxylate BrC1=NC(=C(C2=C1CC(C2)O[Si](C)(C)C(C)(C)C)Br)C(=O)OCC